CN1C(COCC1)C(C=C)=O N-methyl-acryloyl-morpholine